FC(C=1C(=C(C=CC1)[C@@H](C)NC1=NC(=NC2=CC(=C(C=C12)OC[C@H]1N(CCC1)C)OC)C)C)F N-((R)-1-(3-(difluoromethyl)-2-methylphenyl)ethyl)-7-methoxy-2-methyl-6-(((S)-1-methylpyrrolidin-2-yl)methoxy)quinazolin-4-amine